7-((2-((4-((1S,4S)-2,5-diazabicyclo[2.2.1]heptan-2-yl)-2-(difluoromethoxy)phenyl)amino)-5-chloropyrimidin-4-yl)amino)isoindolin-1-one [C@@H]12N(C[C@@H](NC1)C2)C2=CC(=C(C=C2)NC2=NC=C(C(=N2)NC=2C=CC=C1CNC(C21)=O)Cl)OC(F)F